di-tert-butyl (3-methyl-5-[2-methyl-4-[6-(trifluoromethyl)quinazolin-2-yl]phenyl]-4-oxo-4H,5H,6H,7H-pyrazolo[1,5-a]pyrazin-2-yl)methyl phosphate P(=O)(OC(C)(C)C)(OC(C)(C)C)OCC1=NN2C(C(N(CC2)C2=C(C=C(C=C2)C2=NC3=CC=C(C=C3C=N2)C(F)(F)F)C)=O)=C1C